ClC1=NC=C(C(=N1)C1=CN=C(S1)N1CC(CC1)(F)F)C=1OC=CN1 2-chloro-4-(2-(3,3-difluoropyrrolidin-1-yl)thiazol-5-yl)pyrimidin-5-yl-(oxazole)